((4-bromophenyl)carbamoyl)hydrazine-1-carboxylic acid methyl ester COC(=O)N(N)C(NC1=CC=C(C=C1)Br)=O